C(CCCCC)C1C(C1CCC#N)(C)C 3-(3-hexyl-2,2-dimethylcyclopropyl)propanenitrile